BrC1=CC=C(C=N1)N1CCOCC1 4-(6-bromo-3-pyridinyl)morpholine